CN1C=2C=3C=NC=C(CCCCC(C(NC2C=N1)=O)C)C3 3,9-dimethyl-3,4,7,16-tetraazatricyclo[12.3.1.02,6]Octadecan-1(18),2(6),4,14,16-pentaen-8-one